NC1=CC(=CC(=N1)C1=CC(=C(C(=O)NC=2C(=NNC2Cl)C)C=C1F)O[C@H](C(F)(F)F)C)Cl (S)-4-(6-Amino-4-chloropyridin-2-yl)-N-(5-chloro-3-methyl-1H-pyrazol-4-yl)-5-fluoro-2-((1,1,1-trifluoropropan-2-yl)oxy)benzamide